CO/C=C(/C(=O)OC)\C1=C2CC(CCC2=CC=C1)=O methyl (E)-3-methoxy-2-(3-oxotetralin-5-yl)prop-2-enoate